C(C)C=1C=C(C=CC1)N1N=C(C(C1=O)CCCCCCCCCC[P+](C1=CC=CC=C1)(C1=CC=CC=C1)C1=CC=CC=C1)C (10-(1-(3-ethylphenyl)-3-methyl-5-oxo-4,5-dihydro-1H-pyrazol-4-yl)decyl)triphenyl-phosphonium